1-(4-((5-(imidazo[1,2-a]pyrimidin-6-yl)-7H-pyrrolo[2,3-d]pyrimidin-2-yl)amino)piperidin-1-yl)ethan-1-one N=1C=CN2C1N=CC(=C2)C2=CNC=1N=C(N=CC12)NC1CCN(CC1)C(C)=O